C1(=CC=C(C=C1)C=1SC(=CN1)C(=O)O)C 2-(p-tolyl)thiazole-5-carboxylic acid